FC(C1(CC1)CC(C(=O)O)C(=O)O)(F)F 2-((1-(trifluoromethyl)cyclopropyl)methyl)malonic acid